C(#N)C1=CC=C(OC2=CC=C(C=C2)C2=CC3=C(C(N(C(O3)=O)CC(=O)O)=O)N=C2)C=C1 2-{7-[4-(4-cyanophenoxy)phenyl]-2,4-dioxo-2H-pyrido[2,3-e][1,3]oxazin-3(4H)-yl}acetic acid